FC(C1=CC=C(C=C1)[Mg]Br)(F)F (4-trifluoromethylphenyl)magnesium bromide